BrC1=NN(C(=C1C#N)NCCO)[C@H]1C[C@@H](N(C1)C(=O)OC(C)(C)C)COC tert-butyl (2R,4S)-4-[3-bromo-4-cyano-5-[(2-hydroxyethyl)amino]pyrazol-1-yl]-2-(methoxymethyl)pyrrolidine-1-carboxylate